4-(8-amino-1,1-dioxido-3,4-dihydro-2H-benzo[b][1,4,5]oxathiazepin-2-yl)benzonitrile NC1=CC2=C(OCCN(S2(=O)=O)C2=CC=C(C#N)C=C2)C=C1